2-[(4-hydroxypiperidin-1-yl)-6-(4-dimethylmethylpiperazin-1-yl)-pyrimidin-2-ylamino]-4-methylthiazole-5-carboxylic acid ethyl ester C(C)OC(=O)C1=C(N=C(S1)N(C1=NC(=CC=N1)N1CCN(CC1)C(C)C)N1CCC(CC1)O)C